C(C1=CC=CC=C1)C(CNCC(=O)N[C@H]1[C@@H](CCCC1)C(=O)N)CCC1=CC=CC=C1 trans-2-(2-(2-benzyl-4-phenylbutylamino)acetamido)cyclohexanecarboxamide